5-formyl-1-(pyridin-2-yl)-1H-pyrrole-3-carboxylic acid methyl ester COC(=O)C1=CN(C(=C1)C=O)C1=NC=CC=C1